C(C)OC(C(C(=C=O)[C@H]1OC(OC1)(C)C)(F)C)=O 3-((R)-2,2-dimethyl-1,3-dioxolanyl)-3-carbonyl-2-methyl-2-fluoropropionic acid ethyl ester